6-(imidazo[1,2-a]pyridine-3-carbonyl)-7-methyl-N-(3-(4-methyl-1H-imidazol-1-yl)-5-(trifluoromethyl)phenyl)-4,5,6,7-tetrahydrothieno[2,3-c]pyridine-3-carboxamide N=1C=C(N2C1C=CC=C2)C(=O)N2C(C1=C(CC2)C(=CS1)C(=O)NC1=CC(=CC(=C1)C(F)(F)F)N1C=NC(=C1)C)C